(1-(7H-pyrrolo[2,3-d]pyrimidin-4-yl)piperidin-4-yl)-3-benzylthiourea N1=CN=C(C2=C1NC=C2)N2CCC(CC2)NC(=S)NCC2=CC=CC=C2